C1(=CCCCC1)C=1C(C(=C2COCCN2C1C)C(=O)NC1=CC(=C(C=C1)OC1=CC=NC2=CC(=C(N=C12)OC)OC)F)=O 7-(cyclohexen-1-yl)-N-[4-[(6,7-dimethoxy-1,5-naphthyridin-4-yl)oxy]-3-fluorophenyl]-6-methyl-8-oxo-3,4-dihydro-1H-pyrido[2,1-c][1,4]oxazine-9-carboxamide